FC1=C(C(=O)N[C@H](C(=O)OC(C)(C)C)C(C)(C)C)C=CC(=C1)C=1C=NC=2N(C1)C(=CN2)C2(CC2)C=2C=C1C=CC=NC1=CC2 tert-butyl (2S)-2-(2-fluoro-4-[3-(1-quinolin-6-ylcyclopropyl)imidazo[1,2-a]pyrimidin-6-yl]benzoylamino)-3,3-dimethylbutanoate